silver dihydrogen citrate salt C(CC(O)(C(=O)[O-])CC(=O)O)(=O)O.[Ag+]